CC1CC=CC1 methylcyclopent-3-ene